C1(CCCC1)N(C(=O)OCC1=C(N=NN1C)C1=CC=C(C(=N1)C)C#CC1(CC1)CC(=O)O)C 2-(1-((6-(5-(((cyclopentyl(methyl)carbamoyl)oxy)methyl)-1-methyl-1H-1,2,3-triazol-4-yl)-2-methylpyridin-3-yl)ethynyl)cyclopropyl)acetic acid